2,4-Dibenzyl-1,2,4-triazine-3,5-dione C(C1=CC=CC=C1)N1N=CC(N(C1=O)CC1=CC=CC=C1)=O